2-(5-{[(1S,2S,3R,5R)-2-fluoro-8-azabicyclo[3.2.1]octan-3-yl](2-hydroxyethyl)amino}pyrazin-2-yl)-5-(1-methyl-1H-pyrazol-4-yl)phenol F[C@H]1[C@@H]2CC[C@H](C[C@H]1N(C=1N=CC(=NC1)C1=C(C=C(C=C1)C=1C=NN(C1)C)O)CCO)N2